C1(CC1)C#CC1=NN=C(S1)NC(C1=C(C=C(C=C1)N(C=1OC(=NN1)C)C)C1=CC(=NC=C1OC)C(F)F)=O N-(5-(cyclopropylethynyl)-1,3,4-thiadiazol-2-yl)-2-(2-(difluoromethyl)-5-methoxypyridin-4-yl)-4-(methyl(5-methyl-1,3,4-oxadiazol-2-yl)amino)benzamide